Cl.Cl.CN1N=CC=C1C1CCNCC1 4-(1-Methyl-1H-pyrazol-5-yl)piperidine dihydrochloride